manganese(I) acetate C(C)(=O)[O-].[Mn+]